C1(CCCCC1)[C@@H](C(=O)N[C@H](C(=O)OC(C)C)CCC(C=[N+]=[N-])=O)O isopropyl (S)-2-((S)-2-cyclohexyl-2-hydroxyacetamido)-6-diazo-5-oxohexanoate